(2S,3R,4R)-1-acetyl-2-cyclopropyl-4-((3-fluorophenyl)amino)-3-methyl-1,2,3,4-tetrahydroquinoline-6-carbonitrile C(C)(=O)N1[C@H]([C@@H]([C@H](C2=CC(=CC=C12)C#N)NC1=CC(=CC=C1)F)C)C1CC1